C(C)(C)(C)C1CC12N(CCN(C2)C2=C(C=C(C(=C2)Br)[N+](=O)[O-])OC)C(=O)OCC(C2=CC=C(C=C2)S(=O)(=O)CC)C2=NC1=C(N2)C=C(C(=C1F)C1=C(C=CC=C1)F)F 2-(4,6-difluoro-5-(2-fluorophenyl)-1H-benzo[d]imidazol-2-yl)-2-(4-(ethylsulfonyl)phenyl)ethanol tert-Butyl-7-(5-bromo-2-methoxy-4-nitrophenyl)-4,7-diazaspiro[2.5]octane-4-carboxylate